(6-amino-3-chloro-2-fluorophenyl)boric acid NC1=CC=C(C(=C1OB(O)O)F)Cl